FC1=CC(=CC=N1)I 6-fluoro-4-iodopyridine